3-acetyl-1-(2,4-dimethoxybenzyl)-4-hydroxy-5,6-dihydropyridin-2(1H)-one C(C)(=O)C=1C(N(CCC1O)CC1=C(C=C(C=C1)OC)OC)=O